ClC1=C(C=CC=C1Cl)C1=CN=C(C=2N1N=CN2)N2CCC1([C@@H]([C@@H](OC1)C)N)CC2 (3S,4S)-8-[5-(2,3-dichlorophenyl)-[1,2,4]triazolo[1,5-a]pyrazin-8-yl]-3-methyl-2-oxa-8-azaspiro[4.5]decan-4-amine